chloro-3,3-dimethyl-isoquinolin-4-one ClC1=NC(C(C2=CC=CC=C12)=O)(C)C